(S)-3-chloro-5-(((1-hydroxyeicosan-2-yl)oxy)methyl)benzonitrile ClC=1C=C(C#N)C=C(C1)CO[C@H](CO)CCCCCCCCCCCCCCCCCC